N1=C(C=CC=C1C1C2(C[C@@]3(C[C@](CC1(C3)C)(C2)C)C)C2=C(C(=CC(=C2)C)C2=CC=C(C=C2)C(C)C)O)C2=C(C=CC(=C2)C(C)C)C=2C(=C(C=C(C2)C)C23CC1(CC(CC(C2)(C1)C)(C3)C)C)O 2',2'-(pyridin-2,6-diyl)bis(4'-isopropyl-5-methyl-3-((3r,5r,7r)-3,5,7-trimethyladamantan-1-yl)-[1,1'-biphenyl]-2-ol)